ClC1=C(C(=CC(=C1)Cl)F)NC=1N(C2=NC(=NC=C2N1)N[C@H]1[C@@H](CCCC1)O)C1CCC(CC1)C(=O)N (1S,4s)-4-(8-(2,4-dichloro-6-fluorophenylamino)-2-((1R,2R)-2-hydroxycyclohexylamino)-9H-purin-9-yl)cyclohexanecarboxamide